NC1=C2C=C(C=C(C2=CC=C1N)S(=O)(=O)[O-])S(=O)(=O)[O-] 5,6-diamino-1,3-naphthalenedisulfonate